ClC1=C(CNC2=CC(=NN2)C2=C(C=CC=C2)CC#CC[NH-])C(=C(C=C1OC)OC)Cl N-(2-(5-(2,6-dichloro-3,5-dimethoxybenzylamino)-1H-pyrazol-3-yl)phenyl)but-2-ynylamide